BrC1=CN=CC=2N(CCN(C21)C2CCOCC2)C(=O)NC=2C=NC(=C(C2)Cl)N2N=CC=N2 8-bromo-N-(5-chloro-6-(2H-1,2,3-triazol-2-yl)pyridin-3-yl)-1-(tetrahydro-2H-pyran-4-yl)-2,3-dihydropyrido[3,4-b]pyrazine-4(1H)-carboxamide